butyl (2S,4S)-2-(hydroxymethyl)-4-(methoxymethoxy)pyrrolidine-1-carboxylate OC[C@H]1N(C[C@H](C1)OCOC)C(=O)OCCCC